(S)-2-(4-(5-chloro-2-(4-chloro-1H-1,2,3-triazol-1-yl)phenyl)-6-oxopyrimidin-1(6H)-yl)-N-(1-(difluoromethyl)-1H-indazol-5-yl)butanamide ClC=1C=CC(=C(C1)C=1N=CN(C(C1)=O)[C@H](C(=O)NC=1C=C2C=NN(C2=CC1)C(F)F)CC)N1N=NC(=C1)Cl